2-((R)-2-((R)-3-methyl-1-((S)-3-phenyl-2-(pyrazine-2-carboxamido)propanamido)butyl)-4-(methylcarbamoyl)-6-oxo-1,3,2-dioxaborinan-4-yl)acetic acid CC(C[C@H](NC([C@H](CC1=CC=CC=C1)NC(=O)C1=NC=CN=C1)=O)B1OC(C[C@@](O1)(C(NC)=O)CC(=O)O)=O)C